C(C)(C)C1=C2C=C(N=CC2=C(C=C1)N1[C@@H]([C@H](C1)CS(=O)(=O)C)C)NC1=NC(=NC=C1)C=1C=NN(C1)CC1(CC1)C#N 1-((4-(4-((5-isopropyl-8-((2R,3S)-2-methyl-3-((methylsulfonyl)methyl)azetidin-1-yl)Isoquinolin-3-yl)amino)pyrimidin-2-yl)-1H-pyrazol-1-yl)methyl)cyclopropane-1-carbonitrile